ethyl (E)-3-(3-(3,3-difluorocyclobutyl)imidazo[1,5-a]pyridin-7-yl)acrylate FC1(CC(C1)C1=NC=C2N1C=CC(=C2)/C=C/C(=O)OCC)F